C1(=C(C=CC=C1)C1=CC(OC2=CC(=CC=C12)O[C@@H](C(=O)N1CCCCC1)C)=O)C (3S)-1-[(2R)-2-[4-(o-Tolyl)-2-oxo-chromen-7-yl]oxypropanoyl]piperidin